4-benzyl-benzene-1,2-diamine C(C1=CC=CC=C1)C=1C=C(C(=CC1)N)N